C1C2=C(C(=C(N2)CC3=C(C(=C(N3)CC4=C(C(=C(N4)CC5=C(C(=C1N5)CC(=O)O)CCC(=O)O)CC(=O)O)CCC(=O)O)CC(=O)O)CCC(=O)O)CC(=O)O)CCC(=O)O The molecule is a uroporphyrinogen. It has a role as a mouse metabolite and a human metabolite. It is a conjugate acid of a uroporphyrinogen I(8-).